tributoxy(4-isopropenylphenyl)silane tert-butyl-1-carbamoyl-3-azabicyclo[3.1.0]hexane-3-carboxylate C(C)(C)(C)OC(=O)N1CC2(CC2C1)C(N)=O.C(CCC)O[Si](C1=CC=C(C=C1)C(=C)C)(OCCCC)OCCCC